BrC1=NN(C(=C1C#N)Br)COCC[Si](C)(C)C 3,5-dibromo-1-((2-(trimethylsilyl)ethoxy)methyl)-1H-pyrazole-4-carbonitrile